2-amino-9-(2-hydroxyethylmethyl)-3H-purin-6-one NC1=NC(C=2N=CN(C2N1)CCCO)=O